2-amino-4-[(1R)-1-({[(6S)-6-(5-chloro-2-methoxybenzyl)-3-(ethoxyimino)-7-oxo-1,4-diazepan-1-yl]carbonyl}amino)butyl]benzoic acid NC1=C(C(=O)O)C=CC(=C1)[C@@H](CCC)NC(=O)N1CC(NC[C@@H](C1=O)CC1=C(C=CC(=C1)Cl)OC)=NOCC